2,2,3,3,3-pentafluoro-N-((5-(2-((6-methoxy-2-methylquinazolin-4-yl)thio)acetyl)thiophen-2-yl)methyl)propanamide FC(C(=O)NCC=1SC(=CC1)C(CSC1=NC(=NC2=CC=C(C=C12)OC)C)=O)(C(F)(F)F)F